Cl.CC1=CC=CC(=N1)C(=O)N 6-methylpicolinamide hydrochloride